(cyclopropylmethyl)-6,7-dimethoxy-2H-spiro[isoquinoline-1,4'-piperidin]-3(4H)-one C1(CC1)CN1CCC2(CC1)NC(CC1=CC(=C(C=C12)OC)OC)=O